C(CCCCCCC)C(CC1=NC2=C(C1=O)N=CC2=O)CCCCCCCCCC 5-(2-octyldodecyl)-3,6-diketopyrrolopyrrole